CC1(OB(OC1(C)C)C=1CCN(CC1)C(=O)OC(C)(C)C)C 2-methylpropan-2-yl 4-(4,4,5,5-tetramethyl-1,3,2-dioxaborolan-2-yl)-1,2,3,6-tetrahydropyridine-1-carboxylate